4,4',4''-(1,3,5-triazine-2,4,6-triyl)tris(benzaldehyde) N1=C(N=C(N=C1C1=CC=C(C=O)C=C1)C1=CC=C(C=O)C=C1)C1=CC=C(C=O)C=C1